(1r,3r)-3-(benzyloxy)cyclobutan-1-ol C1C(CC1OCC2=CC=CC=C2)O